5-(2-(3-ethyl-3-fluoroazetidin-1-yl)-2-oxoethyl)-3-(4-fluoro-3-(trifluoromethyl)phenyl)thieno[3,2-c]pyridin-4(5H)-one C(C)C1(CN(C1)C(CN1C(C2=C(C=C1)SC=C2C2=CC(=C(C=C2)F)C(F)(F)F)=O)=O)F